C(C)N1N=NC=C1C1=C2C(=NC(=C1)N1C(COCC1)C)C(=NS2)C2=CC(=NN2)C 4-[7-(1-ethyl-1H-1,2,3-triazol-5-yl)-3-(3-methyl-1H-pyrazol-5-yl)-[1,2]thiazolo[4,5-b]pyridin-5-yl]-3-methylmorpholine